(S)-2-((S)-1-(2-ethyl-6-(1-methyl-5-(((methyl(propyl)carbamoyl)oxy)methyl)-1H-1,2,3-triazol-4-yl)pyridin-3-yl)pyrrolidin-3-yl)butanoic acid C(C)C1=NC(=CC=C1N1C[C@@H](CC1)[C@@H](C(=O)O)CC)C=1N=NN(C1COC(N(CCC)C)=O)C